NC1=NC=NC=2C3=C(\C(\C(C12)(C)C)=N/OC[C@@H]1CNC(O1)=O)C=C(C=C3)O[C@@H]3CC[C@H](CC3)N (5S)-5-[[(Z)-[4-amino-8-(trans-4-aminocyclohexyloxy)-5,5-dimethyl-benzo[h]quinazolin-6-ylidene]amino]oxymethyl]oxazolidin-2-one